7-((1-(1-((2-(trimethylsilyl)ethoxy)methyl)-1H-pyrazol-4-yl)piperidin-4-yl)methyl)-2,7-diazaspiro[3.5]nonane-2-carboxylic acid tert-butyl ester C(C)(C)(C)OC(=O)N1CC2(C1)CCN(CC2)CC2CCN(CC2)C=2C=NN(C2)COCC[Si](C)(C)C